C(C1=CC=CC=C1)C1(CCN(CC1)C)CC1=CC=CC=C1 dibenzyl-N-methylpiperidine